FC=1C=C(C(=NC1)C(C)C)C1=NC=C2N(C(N(C2=N1)CC1=CC=C(C=C1)C=1N(C=C(N1)C(F)(F)F)C)=O)C 2-(5-fluoro-2-isopropylpyridin-3-yl)-7-methyl-9-(4-(1-methyl-4-(trifluoromethyl)-1H-imidazol-2-yl)benzyl)-7,9-dihydro-8H-purin-8-one